tert-butyl (2-bromo-3-fluorobenzyl)glycinate BrC1=C(CNCC(=O)OC(C)(C)C)C=CC=C1F